Methyl (1-cyclopropyl-6-fluoro-4-oxo-7-(piperazin-1-yl)-1,4-dihydroquinoline-3-carbonyl)-D-asparaginyl-L-alaninate C1(CC1)N1C=C(C(C2=CC(=C(C=C12)N1CCNCC1)F)=O)C(=O)N[C@H](CC(N)=O)C(=O)N[C@@H](C)C(=O)OC